ClC1=CC(=C(CC2(CCN(CC2)C)O)C=C1)F 4-(4-chloro-2-fluorobenzyl)-1-methylpiperidin-4-ol